2,2,2-trifluoro-N-(2-mercapto-2-methylpropyl)acetamide FC(C(=O)NCC(C)(C)S)(F)F